5-(3-isobutoxybenzyl)-7-(1-methylpiperidin-4-yl)-5,7-diazaspiro[2.5]octan-6-one C(C(C)C)OC=1C=C(CN2CC3(CC3)CN(C2=O)C2CCN(CC2)C)C=CC1